5-(azidomethyl)-5-(3-chlorophenyl)oxolan-2-one N(=[N+]=[N-])CC1(CCC(O1)=O)C1=CC(=CC=C1)Cl